(S)-2-(2,5-dichlorothiophene-3-carboxamido)-N1-(1-(2-(2-adamantylamino)-2-oxoethyl)-2-oxo-1,2-dihydropyridin-3-yl)-5-oxohexanediamide ClC=1SC(=CC1C(=O)N[C@H](C(=O)NC=1C(N(C=CC1)CC(=O)NC1C2CC3CC(CC1C3)C2)=O)CCC(C(=O)N)=O)Cl